FCCC(C1=CC=C(C=C1)F)N1N=CC(=C1)C1=NC(=NC=C1)C1=CC=2N(C=C1)N=C(N2)N 7-(4-(1-(3-fluoro-1-(4-fluorophenyl)propyl)-1H-pyrazol-4-yl)pyrimidin-2-yl)-[1,2,4]-triazolo[1,5-a]pyridin-2-amine